CC1(OB(OC1(C)C)C1=CC=2C(N=C1)=NN(N2)COCC[Si](C)(C)C)C 6-(4,4,5,5-tetramethyl-1,3,2-dioxaborolan-2-yl)-2-((2-(trimethylsilyl)ethoxy)methyl)-2H-[1,2,3]triazolo[4,5-b]pyridine